C(C)(=O)OC(COC(C)=O)CN1CCC(CC1)NC1=C2C=C(N(C2=CC=C1)CC(F)(F)F)C#CCNC1=C(C=C(C=C1)S(N)(=O)=O)OC 1-(acetyloxy)-3-{4-[(2-{3-[(2-methoxy-4-sulfamoylphenyl)amino]prop-1-yn-1-yl}-1-(2,2,2-trifluoroethyl)-1H-indol-4-yl)amino]piperidin-1-yl}propan-2-yl acetate